CN1C2=C(C=C(C1=O)C(=O)NC=1OC(=NN1)C(F)(F)F)[C@H](CC2)C (5S)-1,5-Dimethyl-2-oxo-N-[5-(trifluoromethyl)-1,3,4-oxadiazol-2-yl]-6,7-dihydro-5H-cyclopenta[b]pyridine-3-carboxamide